FC1=C(C=CC(=C1)F)N1C=[C-]C=C1 1-(2,4-difluorophenyl)-1H-pyrrol-3-ide